2-((3-chloro-4-(4-hydroxy-3-isopropylbenzyl)-5-methylbenzyl)thio)-N-methylacetamide ClC=1C=C(CSCC(=O)NC)C=C(C1CC1=CC(=C(C=C1)O)C(C)C)C